N-(benzo[b]thiophen-5-ylmethyl)-3-((2-(3-fluoro-4-methylphenyl)-2H-pyrazolo[3,4-d]pyrimidin-4-yl)(methyl)amino)propenamide S1C2=C(C=C1)C=C(C=C2)CNC(C=CN(C)C=2C=1C(N=CN2)=NN(C1)C1=CC(=C(C=C1)C)F)=O